BrC1=CC=C(C=C1)CC(O)S(=O)(=O)O 2-(4-bromophenyl)sulfoethanol